5,5'-hexamethylenebis[2-(4-vinylbenzyl)-2H-tetrazole] C(=C)C1=CC=C(CN2N=C(N=N2)CCCCCCC=2N=NN(N2)CC2=CC=C(C=C2)C=C)C=C1